FC=1C(=CC(=C(C(=O)NC=2C(=NNC2C)C(F)(F)F)C1)O[C@H](C(F)(F)F)C)C1=NN(C=N1)C (S)-5-Fluoro-4-(1-methyl-1H-1,2,4-triazol-3-yl)-N-(5-methyl-3-(trifluoromethyl)-1H-pyrazol-4-yl)-2-((1,1,1-trifluoropropan-2-yl)oxy)benzamide